5-(chloromethyl)-4-methyl-2-[4-(trifluoromethyl)phenyl]-1,3-thiazole ClCC1=C(N=C(S1)C1=CC=C(C=C1)C(F)(F)F)C